bis((R)-4-phenyl-4,5-dihydro-oxazol-2-yl)methane C1(=CC=CC=C1)[C@H]1N=C(OC1)CC=1OC[C@H](N1)C1=CC=CC=C1